bromo(prop-1-yn-1-yl)magnesium Br[Mg]C#CC